ClC1=C2O[C@@H](CCNC(OCC=3C=CC=C(C4=NN(C(=C1)C4=C2)C2OCCCC2)C3)=O)C (13R)-16-chloro-13-methyl-19-(oxan-2-yl)-8,14-dioxa-10,19,20-triazatetracyclo[13.5.2.12,6.018,21]tricosa-1(20),2,4,6(23),15,17,21-heptaen-9-one